N-[(2E)-3-[imino(4-methoxy-3-methylphenyl)oxo-λ6-sulfanyl]prop-2-en-1-yl]-2-oxo-1,2,5,6,7,8-hexahydroquinoline-3-carboxamide N=S(/C=C/CNC(=O)C=1C(NC=2CCCCC2C1)=O)(=O)C1=CC(=C(C=C1)OC)C